COC1=C(C(=CC=C1)OC)N1C(=NN=C1C1=NC(=CC=C1)OC)C(=O)NS(=O)(=O)[C@H](C)C1=CC=CC=C1 (R)-4-(2,6-Dimethoxyphenyl)-5-(6-methoxypyridin-2-yl)-N-((1-phenylethyl)sulfonyl)-4H-1,2,4-triazole-3-carboxamide